((2-(1H-imidazol-4-yl)-6,7-dihydro-5H-cyclopenta[d]pyrimidin-4-yl)(methyl)amino)-N-(1-((tert-butyldimethylsilyl)oxy)-2-methylpropan-2-yl)acetamide N1C=NC(=C1)C=1N=C(C2=C(N1)CCC2)N(C)CC(=O)NC(CO[Si](C)(C)C(C)(C)C)(C)C